ClC1=NC=C(C(=N1)NCC12COC(CC1)(CC2)C=2N(C=C(N2)C(F)(F)F)C2CC2)OC 2-chloro-N-((1-(1-cyclopropyl-4-(trifluoromethyl)-1H-imidazol-2-yl)-2-oxabicyclo[2.2.2]oct-4-yl)methyl)-5-methoxypyrimidin-4-amine